2-{1,3-Dioxo-5-(1H-[1,2,3]triazol-4-yl)-2,3-dihydro-1H-isoindol-2-yl}-4-phenylpyridine N-oxide O=C1N(C(C2=CC(=CC=C12)C=1N=NNC1)=O)C1=[N+](C=CC(=C1)C1=CC=CC=C1)[O-]